4,4,5,5-tetramethyl-2-(7-(phenyl-d5)naphthalen-2-yl-1,3,4,5,6,8-d6)-1,3,2-dioxaborolane CC1(OB(OC1(C)C)C1=C(C2=C(C(=C(C(=C2C(=C1[2H])[2H])[2H])[2H])C1=C(C(=C(C(=C1[2H])[2H])[2H])[2H])[2H])[2H])[2H])C